BrC=1C=C(C=CC1)N[C@H]([C@@](C(=O)OC)(O)C=1C=NC(=CC1)Cl)C1=CC=CC=C1 methyl (2s,3s)-3-((3-bromophenyl) amino)-2-(6-chloropyridin-3-yl)-2-hydroxy-3-phenylpropionate